4-tert-butoxycarbonyl-aminocyclohexyl-amine C(C)(C)(C)OC(=O)C1CCC(CC1)NN